(4-((2-fluoro-5-((3,4,5-trifluorophenyl)carbamoyl)phenyl)sulfonylamino)phenyl)boronic acid FC1=C(C=C(C=C1)C(NC1=CC(=C(C(=C1)F)F)F)=O)S(=O)(=O)NC1=CC=C(C=C1)B(O)O